2-[4-(1,1-Difluoro-5-azaspiro[2.5]octan-5-yl)azepan-1-yl]-N-[(3,5-difluoropyridin-2-yl)-methyl]-1,3-thiazole-5-carboxamide FC1(CC12CN(CCC2)C2CCN(CCC2)C=2SC(=CN2)C(=O)NCC2=NC=C(C=C2F)F)F